4-oxo-7,10,13-trioxa-3-azapentadecane O=C(NCC)CCOCCOCCOCC